FC=1C=C2C(=NN(C2=CC1F)C1OCCCC1)C1=NC=2CCCNC2C=C1 2-[5,6-difluoro-1-(oxan-2-yl)indazol-3-yl]-5,6,7,8-tetrahydro-1,5-naphthyridine